2-chloro-4-[[5-fluoro-6-[1-methyl-4-(trifluoromethyl)imidazol-2-yl]-3-pyridyl]methoxy]pyrido[2,3-d]pyrimidine ClC=1N=C(C2=C(N1)N=CC=C2)OCC=2C=NC(=C(C2)F)C=2N(C=C(N2)C(F)(F)F)C